N1C(=CC=2C=NC=CC21)CNC(CN2C(C(=NC=C2N2CCOCC2)NC(=O)C=2N=C(OC2)C2=CC=CC=C2)=O)=O N-(4-(2-(((1H-Pyrrolo[3,2-c]pyridine-2-yl)methyl)amino)-2-oxoethyl)-5-morpholino-3-oxo-3,4-dihydropyrazin-2-yl)-2-phenyloxazole-4-carboxamide